C1(CC1)CN[C@H]1CN(CCC1)C=1C=NC(=CC1)C1(COC1)N1N=NC(=C1)C=1N=NC=C(C1)N1CCCC1 (R)-N-(cyclopropylmethyl)-1-(6-(3-(4-(5-(pyrrolidin-1-yl)pyridazin-3-yl)-1H-1,2,3-triazol-1-yl)oxetan-3-yl)pyridin-3-yl)piperidin-3-amine